1-(tert-butyl)-4-(3-methoxypropyl)benzene C(C)(C)(C)C1=CC=C(C=C1)CCCOC